(S)-2-(2-(benzyloxy)pyridin-4-yl)propan-1-ol C(C1=CC=CC=C1)OC1=NC=CC(=C1)[C@@H](CO)C